3-(3-((2-((2-Cyclopropyl-4-((dimethylamino)methyl)phenyl)amino)-5-(trifluoromethyl)pyrimidin-4-yl)amino)propyl)-1,3-oxazinan-2-on C1(CC1)C1=C(C=CC(=C1)CN(C)C)NC1=NC=C(C(=N1)NCCCN1C(OCCC1)=O)C(F)(F)F